(cis)-2-(4-methoxycyclohexyl)-7-(4-piperidyl)-3H-imidazo[4,5-b]pyridine CO[C@H]1CC[C@H](CC1)C1=NC=2C(=NC=CC2C2CCNCC2)N1